F[C@@H]1C[C@H](NC1)C(=O)O 4-(R)-fluoro-L-proline